N-(17-azido-3,6,9,12,15-pentaoxaheptadecyl)-4-(8-hydroxy-4-methoxyquinolin-2-yl)benzamide N(=[N+]=[N-])CCOCCOCCOCCOCCOCCNC(C1=CC=C(C=C1)C1=NC2=C(C=CC=C2C(=C1)OC)O)=O